C1(CC1)NC(C1=C(C=CC(=C1)F)SC1=CC=C2C=NNC2=C1)=O N-cyclopropyl-5-fluoro-2-(1H-indazol-6-ylsulfanyl)benzamide